3-((2-oxido-1,3,2-dioxaphospholan-2-yl)oxy)propane-1,2-diyl bis(2-nonylundecanoate) C(CCCCCCCC)C(C(=O)OCC(COP1(OCCO1)=O)OC(C(CCCCCCCCC)CCCCCCCCC)=O)CCCCCCCCC